O=C1NC(CCC1N1C(C2=CC=CC(=C2C1=O)NCCOCCOCCOCCC(=O)OC(C)(C)C)=O)=O tert-butyl 3-[2-[2-[2-[[2-(2,6-dioxo-3-piperidyl)-1,3-dioxo-isoindolin-4-yl]amino]ethoxy]ethoxy]ethoxy]propanoate